2-(6-(4-cyclopropyl-4H-1,2,4-triazol-3-yl)pyridin-2-yl)-6-(1H-imidazol-1-yl)isoindolin-1-one C1(CC1)N1C(=NN=C1)C1=CC=CC(=N1)N1C(C2=CC(=CC=C2C1)N1C=NC=C1)=O